9,9-bis(1-carboxyethyl)fluorene ethyl-1-(2,4-difluorophenyl)-6,7,8-trifluoro-1,4-dihydro-4-oxoquinoline-3-carboxylate C(C)OC(=O)C1=CN(C2=C(C(=C(C=C2C1=O)F)F)F)C1=C(C=C(C=C1)F)F.C(=O)(O)C(C)C1(C2=CC=CC=C2C=2C=CC=CC12)C(C)C(=O)O